BrCC1=C(C(NC2=CC=CC=C12)=O)F 4-(bromomethyl)-3-fluoroquinolin-2(1H)-one